(R)-4-((1-(3-(difluoromethyl)-2-fluorophenyl)ethyl)amino)-6-(1-(fluoromethyl)cyclopropyl)-2-methyl-8-(1-methyl-1H-pyrazolo[4,3-b]pyridin-6-yl)pyrido[4,3-d]pyrimidine-7(6H)-one FC(C=1C(=C(C=CC1)[C@@H](C)NC=1C=2C(N=C(N1)C)=C(C(N(C2)C2(CC2)CF)=O)C=2C=C1C(=NC2)C=NN1C)F)F